2-((S)-1-(4-fluorophenyl)ethylamino)-4-((1R,3S)-3-hydroxycyclohexylamino)pyrimidine-5-carboxamide FC1=CC=C(C=C1)[C@H](C)NC1=NC=C(C(=N1)N[C@H]1C[C@H](CCC1)O)C(=O)N